(S)-5-((3-(tert-butyl)isoxazol-5-yl)amino)-3-(4-((difluoromethyl)sulfonamido)-3-(1-(4-fluorophenyl)ethoxy)phenyl)-1H-pyrazole C(C)(C)(C)C1=NOC(=C1)NC1=CC(=NN1)C1=CC(=C(C=C1)NS(=O)(=O)C(F)F)O[C@@H](C)C1=CC=C(C=C1)F